5-(1,3-Dioxolan-2-yl)-2-(3-fluoro-5-methyl-1H-pyrazol-1-yl)pyridine O1C(OCC1)C=1C=CC(=NC1)N1N=C(C=C1C)F